C1(CC1)COC(=O)C1=C(N=C(S1)NC(CCNC(C1=CC(=CC=C1)C1=NOC(=N1)C)=O)=O)C 4-methyl-2-(3-(3-(5-methyl-1,2,4-oxadiazol-3-yl)benzoylamino)propionylamino)thiazole-5-carboxylic acid cyclopropylmethyl ester